C(C)(C)(C)OC(=O)NCC1=C(C=C(C=C1OC)C=1C(=C(C=CC1)C1=C(C(=CC=C1)NC1CCN(CC1)C(=O)OC(C)(C)C)C)C)F tert-butyl 4-((4''-(((tert-butoxycarbonyl)amino)methyl)-3''-fluoro-5''-methoxy-2,2'-dimethyl-[1,1':3',1''-terphenyl]-3-yl)amino)piperidine-1-carboxylate